FC1=CC=C(C=C1)C=1C=C(C=C2NC(C(=NC12)C)=O)C(=O)OC methyl 8-(4-fluorophenyl)-2-methyl-3-oxo-3,4-dihydroquinoxaline-6-carboxylate